C(C)(C)(C)C=1C=C(C=C(C1)C(C)(C)C)[N+]1=CN(C2=C1C=CC=C2)C2=CC(=CC=C2)OC2=CC=1N(C3=CC=CC=C3C1C=C2)C2=NC=C(C(=C2)C2=CC=CC=C2)C([2H])([2H])[2H] 1-(3,5-di-tert-butylphenyl)-3-[3-({9-[5-(methyl-d3)-4-phenylpyridine-2-yl]carbazol-2-yl}oxy)phenyl]benzimidazolium